chloro-5-fluoro-1-methyl-2-(naphthalen-2-yl)-1H-indole ClC1=C(N(C2=CC=C(C=C12)F)C)C1=CC2=CC=CC=C2C=C1